(E)-2-(3-bromo-2,4-bis(methoxymethoxy)phenylvinyl)-5-methyl-6-nitrobenz[d]thiazole BrC=1C(=C(C=CC1OCOC)/C=C/C=1SC2=C(N1)C=C(C(=C2)[N+](=O)[O-])C)OCOC